ethoxy-hydroxy-benzaldehyde C(C)OC=1C(=C(C=O)C=CC1)O